6-(3-(piperidine-1-carbonyl)pyrazolo[1,5-a]Pyridin-7-yl)-3,4-dihydroisoquinoline-1(2H)-one N1(CCCCC1)C(=O)C=1C=NN2C1C=CC=C2C=2C=C1CCNC(C1=CC2)=O